C(C)(C)(C)OC(N(C)CCSCCO)=O.C(CCC)OCC(=O)N1CCN(CC1)C(=O)[C@H]1[C@@H](C1)C1=CC=CC=C1 2-butoxy-1-(4-(trans-2-phenylcyclopropanecarbonyl)piperazin-1-yl)ethanone tert-butyl-(2-((2-hydroxyethyl)thio)ethyl)(methyl)carbamate